CN(C1=C(C=CC(=C1)OC)OC)C N,N-dimethyl-2,5-dimethoxyaniline